7'-(4-(4,6-diphenyl-1,3,5-triazin-2-yl)phenyl)spiro[cyclopentane-1,9'-fluorene]-2'-carbonitrile C1(=CC=CC=C1)C1=NC(=NC(=N1)C1=CC=CC=C1)C1=CC=C(C=C1)C1=CC=C2C=3C=CC(=CC3C3(C2=C1)CCCC3)C#N